4-bromo-3,5-dihydroxybenzoic acid methyl ester COC(C1=CC(=C(C(=C1)O)Br)O)=O